5-(i-propoxycarbonylmethyl)-bicyclo[2.2.1]hept-2-ene C(C)(C)OC(=O)CC1C2C=CC(C1)C2